[N+](=O)([O-])C=1C=C(C=CC1OCC1CCOCC1)S(=O)(=O)NC(C1=CC=CC=C1)=O N-((3-nitro-4-((tetrahydro-2H-pyran-4-yl)methoxy)phenyl)sulfonyl)benzamide